myristyl-isopropyl alcohol C(CCCCCCCCCCCCC)C(C)(C)O